8-methoxy-4-[1-({1-[(3S)-oxazin-3-yl]-1H-pyrazol-3-yl}methyl)-1H-1,2,3-triazol-4-yl]quinazolin-2-amine COC=1C=CC=C2C(=NC(=NC12)N)C=1N=NN(C1)CC1=NN(C=C1)C=1NOC=CC1